methyl (S,E)-2-(1-(4-((tetrahydrofuran-3-yl)oxy)pyridin-2-yl)ethylidene)hydrazine-1-carbodithioate O1C[C@H](CC1)OC1=CC(=NC=C1)\C(\C)=N\NC(=S)SC